5-chloro-1H-pyrazolo[3,4-b]pyridin-3-ol ClC=1C=C2C(=NC1)NN=C2O